(1S,2S)-2-fluoro-N-[3-(2-methoxypyridin-3-yl)-1-[[2-(trimethylsilyl)ethoxy]methyl]pyrazolo[3,4-b]pyridin-6-yl]cyclopropane-1-carboxamide F[C@@H]1[C@@H](C1)C(=O)NC1=CC=C2C(=N1)N(N=C2C=2C(=NC=CC2)OC)COCC[Si](C)(C)C